3-{1-[(6-{[({3-fluorobicyclo[1.1.1]pentan-1-yl}methyl)amino]methyl}imidazo[1,2-a]pyridin-2-yl)methyl]-1H-1,2,3-triazol-4-yl}-5-(morpholin-4-yl)pyridine-2-carbonitrile FC12CC(C1)(C2)CNCC=2C=CC=1N(C2)C=C(N1)CN1N=NC(=C1)C=1C(=NC=C(C1)N1CCOCC1)C#N